N-methyl-2-(thiazol-2-yl)-1H-benzo[d]imidazole-5-carboxamide hydrochloride Cl.CNC(=O)C1=CC2=C(NC(=N2)C=2SC=CN2)C=C1